C1(CC1)CN1C(=NC(=C1)C1=NC2=C(N1C)C=CC(=C2)C(=O)N2C[C@@H](CCC2)N)C2=CC=CC=C2 (3R)-1-{2-[1-(Cyclopropylmethyl)-2-phenyl-1H-imidazol-4-yl]-1-methyl-1H-1,3-benzodiazole-5-carbonyl}piperidin-3-amine